(11R)-6-(2,6-dimethylphenyl)-11-(propan-2-yl)-9-oxa-2λ6-thia-3,5,12,19-tetraazatricyclo[12.3.1.14,8]nonadeca-1(17),4,6,8(19),14(18),15-hexaene-2,2,13-trione CC1=C(C(=CC=C1)C)C=1N=C2NS(C3=CC=CC(C(N[C@@H](COC(C1)=N2)C(C)C)=O)=C3)(=O)=O